1-[2-(dibutylamino)-2-oxoethyl]-2-(4-methoxyphenyl)pyrrolidine-3-carboxylate C(CCC)N(C(CN1C(C(CC1)C(=O)[O-])C1=CC=C(C=C1)OC)=O)CCCC